FC1(C(C1)SC1=NC=CC(=C1CO)C)F (2-((2,2-Difluorocyclopropyl)thio)-4-methylpyridin-3-yl)methanol